(S)-5-(7-cyano-1H-indole-2-carbonyl)-N-((S)-1-oxo-3-((S)-2-oxopyrrolidin-3-yl)propan-2-yl)-5-azaspiro[2.4]heptane-6-carboxamide C(#N)C=1C=CC=C2C=C(NC12)C(=O)N1CC2(CC2)C[C@H]1C(=O)N[C@H](C=O)C[C@H]1C(NCC1)=O